(6-(6-((2R,4S)-4-fluoro-2-(5-fluoro-2-methoxypyridin-3-yl)pyrrolidin-1-yl)imidazo[1,2-b]pyridazin-3-yl)pyridazin-4-yl)methanol F[C@H]1C[C@@H](N(C1)C=1C=CC=2N(N1)C(=CN2)C2=CC(=CN=N2)CO)C=2C(=NC=C(C2)F)OC